NCC1=NNC(C2=CC=C(C=C12)C1=C(N(N=C1)C)C1=C(C#N)C=CC(=C1)C1=C(C=CC=C1)C)=O 2-[4-[4-(aminomethyl)-1-oxo-2H-phthalazin-6-yl]-2-methylpyrazol-3-yl]-4-(o-tolyl)benzonitrile